FC(C(=O)O)(F)F.ClC1=C(C=CC=C1C1=C(C=C(C=C1)Cl)Cl)[C@@]1(CC(N(C(N1)=N)[C@@H]1C[C@@H](OCC1)C)=O)C (6S)-6-[2-Chloro-3-(2,4-dichloro-phenyl)phenyl]-2-imino-6-methyl-3-[(2S,4S)-2-methyltetrahydro-pyran-4-yl]hexahydropyrimidin-4-one trifluoroacetic acid salt